(2-(4-iodophenylsulfonyloxy)ethyl)(propanesulfonyl)amide IC1=CC=C(C=C1)S(=O)(=O)OCC[N-]S(=O)(=O)CCC